P(O)(=O)(OP(=O)(O)OP(=O)(O)O)OC[C@@H]1[C@H]([C@H]([C@@H](O1)N1C=NC=2C(=O)NC(N)=NC12)O)O guanosine triphosphate